NC=1C(=NC(=CC1Br)Cl)C(=O)N 3-amino-4-bromo-6-chloropyridine-2-carboxamide